N-[2-cyano-3-(3-methyl-4-oxo-quinazolin-6-yl)oxyphenyl]cyclopentanesulfonamide C(#N)C1=C(C=CC=C1OC=1C=C2C(N(C=NC2=CC1)C)=O)NS(=O)(=O)C1CCCC1